ClC=1C=C(C=CC1)[C@@H]1N(C[C@H](N(C1)C(C(C)C)=O)C)C(=O)OC(C)(C)C tert-Butyl (2S,5R)-2-(3-chlorophenyl)-5-methyl-4-(2-methylpropanoyl)piperazine-1-carboxylate